O1C(=NC2=C1C=CC=C2)C=2N=C(N(C(C2O)=O)C)N2[C@@H](C1=CC=C(C=C1CC2)C(=O)N)C2=C(C=CC=C2)Cl (1S)-2-[4-(1,3-benzoxazol-2-yl)-5-hydroxy-1-methyl-6-oxopyrimidin-2-yl]-1-(2-chlorophenyl)-3,4-dihydro-1H-isoquinoline-6-carboxamide